6-(tert-butyl)-2-oxo-10-(2-(2-oxopyrrolidin-1-yl)ethoxy)-6,7-dihydro-2H-pyrido[2',1':3,4]pyrazino[1,2-b]indazole-3-carboxylic acid C(C)(C)(C)C1N2C(C=3N(N=C4C(=CC=CC34)OCCN3C(CCC3)=O)C1)=CC(C(=C2)C(=O)O)=O